6-methyl-2-(1-(oxetan-3-yl)-1H-pyrazol-4-yl)-4-(1-phenylethyl)-1,6-dihydro-7H-pyrrolo[2,3-c]pyridin-7-one CN1C(C2=C(C(=C1)C(C)C1=CC=CC=C1)C=C(N2)C=2C=NN(C2)C2COC2)=O